BrCC=1OC(OC1CO)=O 4-(bromomethyl)-5-(hydroxymethyl)-1,3-dioxacyclopenten-2-one